tert-butyl (((1R,5S,6r)-3-(5-bromopyridin-2-yl)-3-azabicyclo[3.1.0]hexan-6-yl)methyl)(tert-butoxycarbonyl)carbamate BrC=1C=CC(=NC1)N1C[C@H]2C([C@H]2C1)CN(C(OC(C)(C)C)=O)C(=O)OC(C)(C)C